7-Fluoro-2-(4'-fluoro-2'-(4-methyl-4H-1,2,4-triazol-3-yl)-[1,1'-biphenyl]-3-yl)benzo[d]oxazole-5-carbaldehyde FC1=CC(=CC=2N=C(OC21)C=2C=C(C=CC2)C2=C(C=C(C=C2)F)C2=NN=CN2C)C=O